COC[C@H]1N(CC1)C1=C(C=NC=C1)C1CN(C1)C(=O)[C@@H]1CC[C@H]2N1C(CC[C@@H]1[C@@H](C2)C1)=O (3S,6S,7aS,8aR,9aR)-3-(3-(4-((S)-2-(methoxy-methyl)azetidin-1-yl)pyridin-3-yl)azetidine-1-carbonyl)-5-oxodeca-hydro-1H-cyclopropa[d]pyrrolo[1,2-a]azocin